N1=C(C=CC=C1)CC(CC1=CC=NC=C1)N (Pyridin-2-ylmethyl)-2-(pyridin-4-yl)ethan-1-amine